C(=O)C1=CC=C(OC2=CC=C(C=C2)CCC(=O)N)C=C1 3-(4-(4-formylphenoxy)phenyl)propanamide